C(#N)C=1C=C(C=C(C1)F)C1=NC(=NO1)C1=CC=C(C=N1)C#N 6-[5-(3-cyano-5-fluorophenyl)-1,2,4-oxadiazol-3-yl]pyridine-3-carbonitrile